ClC1=NC2=C(N1CC1=NC=C(C#N)C=C1)C=C(C(=C2)OC(F)(F)F)Cl 6-((2,6-dichloro-5-(trifluoromethoxy)-1H-benzo[d]imidazol-1-yl)methyl)nicotinonitrile